N-(5-(N-((5-(2,6-dioxopiperidin-3-yl)-6-oxo-5,6-dihydro-4H-thieno[2,3-c]pyrrol-2-yl)methyl)sulfamoyl)-4-methylthiazol-2-yl)acetamide O=C1NC(CCC1N1C(C2=C(C1)C=C(S2)CNS(=O)(=O)C2=C(N=C(S2)NC(C)=O)C)=O)=O